CC1=CC=C(C=C1)S(=O)(=O)OC1CCC(CC1)NC(OC(C)(C)C)=O tert-butyl N-{4-[(4-methylbenzenesulfonyl)oxy]cyclohexyl}carbamate